(R)-6-(5,6-dimethoxy-1H-benzo[d]imidazol-1-yl)-3-(1-hydroxyethyl)-1'-methyl-[2,4'-bipyridin]-2'(1'H)-one COC1=CC2=C(N(C=N2)C2=CC=C(C(=N2)C2=CC(N(C=C2)C)=O)[C@@H](C)O)C=C1OC